4-(2-fluorophenoxy)-N-((1aR,2R,8bS)-4-methyl-3-oxo-1,1a,2,3,4,8b-hexahydrocyclopropa[d]pyrido[2,3-b]azepin-2-yl)pyridinecarboxamide FC1=C(OC2=CC(=NC=C2)C(=O)N[C@@H]2[C@H]3[C@@H](C4=C(N(C2=O)C)N=CC=C4)C3)C=CC=C1